6-((4-(2-Fluoropropan-2-yl)Pyrimidin-5-yl)Methyl)-4,5,6,7-Tetrahydrothieno[2,3-c]Pyridin-3-Carboxamid FC(C)(C)C1=NC=NC=C1CN1CC2=C(CC1)C(=CS2)C(=O)N